3-((1-(4-(difluoromethyl)phenyl)-4-methyl-1H-1,2,3-triazol-5-yl)methoxy)-6-(3-oxopiperazin-1-yl)pyridazine-4-carbonitrile FC(C1=CC=C(C=C1)N1N=NC(=C1COC=1N=NC(=CC1C#N)N1CC(NCC1)=O)C)F